C(C)C(C(=O)O)N1C(C=CC(=C1)NC(=O)OC(C)(C)C)=O.COC=1C=C(C(=O)C(CC)(N(C)C)CC2=CC=CC=C2)C=CC1OC (3,4-dimethoxy-benzoyl)-1-benzyl-1-dimethylaminopropane 2-Ethyl-2-[5-(tert-butoxycarbonylamino)-2-oxo-1-pyridyl]acetate